FC(CS[Si](SCC(F)(F)F)(SCC(F)(F)F)SCC(F)(F)F)(F)F tetrakis(2,2,2-trifluoroethyl)tetrathiosilicate